tert-butyl (4S)-4-[(1S)-5-(6-tert-butyl-5-methyl-pyrrolo[2,3-b]pyrazin-3-yl)-1-methoxy-5-oxo-pentyl]-2,2-dimethyl-oxazolidine-3-carboxylate C(C)(C)(C)C1=CC=2C(=NC(=CN2)C(CCC[C@H](OC)[C@H]2N(C(OC2)(C)C)C(=O)OC(C)(C)C)=O)N1C